Ethyl 2-acetamido-6-((3-bromoisoxazol-5-yl)methyl)-7-oxo-6-phenyl-4,5,6,7-tetrahydrobenzo[b]thiophene-3-carboxylate C(C)(=O)NC1=C(C2=C(S1)C(C(CC2)(C2=CC=CC=C2)CC2=CC(=NO2)Br)=O)C(=O)OCC